5-(3,4,5-trimethoxyphenyl)isoindoline-2-carboxylic acid tert-butyl ester C(C)(C)(C)OC(=O)N1CC2=CC=C(C=C2C1)C1=CC(=C(C(=C1)OC)OC)OC